carbamoyl-1,2-dimyristyloxypropylamine C(N)(=O)NC(C(C)OCCCCCCCCCCCCCC)OCCCCCCCCCCCCCC